CC1=CC=C(C=C1)S(=O)(=O)OCC[C@@H]1[C@H](CCCC1)NC(=O)OC(C)(C)C 2-[(1R,2S)-2-(tert-butoxycarbonylamino)cyclohexyl]ethyl 4-methylbenzenesulfonate